(R)-tert-butyl (2,2,3,3-tetramethyl-4,7,11-trioxa-3-silatetradec-13-en-9-yl)carbamate CC(C)([Si](OCCOC[C@@H](COCC=C)NC(OC(C)(C)C)=O)(C)C)C